O1C=2N(CC1)N=CC2C=2OC1=C(C=C(C=C1C(C2C)=O)C)[C@H](C)O 2-(2,3-Dihydropyrazolo[5,1-b]oxazol-7-yl)-8-[(1S)-1-hydroxyethyl]-3,6-dimethyl-chromen-4-one